FC1=C(C(=CC=C1)C)N1CCC(CC1)N1C(N(C=2C(C1)=CN(N2)C)CC2=NC(=CC=C2C(F)(F)F)NC)=O 5-[1-(2-Fluoro-6-methyl-phenyl)-piperidin-4-yl]-2-methyl-7-(6-methylamino-3-trifluoromethyl-pyridin-2-ylmethyl)-2,4,5,7-tetrahydro-pyrazolo[3,4-d]pyrimidin-6-on